C(CCCCCCCCCC)NCCCCCCCCCCC di-(n-undecyl)amine